ClC1=CC=2C(C3=CC=CC=C3OC2C(=C1)Cl)=O 2,4-dichloroxanthone